CC=1C=C(SC1)B1OCCO1 2-(4-methylthiophen-2-yl)-1,3,2-dioxaborolane